[K+].C(CCCCCCC\C=C/CCCCCCCC)(=O)[O-] Oleic acid potassium salt